N,N-dimethyl-N-2-propenyl-2-propen-1-aminium chloride [Cl-].C[N+](CC=C)(CC=C)C